trifluoromethyl-1H-benzimidazole FC(F)(F)N1C=NC2=C1C=CC=C2